CN1CCN(CC1)C=1C=CC=NC1 5-(4-methylpiperazin-1-yl)pyridine